COC(=O)C=1C=C(C=2N(C1)N=C(C2C)C=2N(C1=C(C=CC=C1C2)OCC2CNC(C2)=O)CC2CC2)F 2-(1-(Cyclopropylmethyl)-7-((5-oxopyrrolidin-3-yl)methoxy)-1H-indol-2-yl)-4-fluoro-3-methylpyrazolo[1,5-a]pyridine-6-carboxylic acid methyl ester